OC(C)(C)C(C)(C)O.C(=O)(OC(C)(C)C)NCCOB(O)O 2-(Boc-amino)ethylborate-pinacol